COC=1C=C2C(N(N=C(C2=CC1OC)CC1=CC=C(C=C1)NC(OC(C)(C)C)=O)C)=O tert-butyl (4-((6,7-dimethoxy-3-methyl-4-oxo-3,4-dihydrophthalazin-1-yl)methyl)phenyl)carbamate